methyl 4,4'-bis(benzyloxy)-2'-fluoro-5,5'-dimethyl-[1,1'-biphenyl]-2-carboxylate C(C1=CC=CC=C1)OC=1C=C(C(=CC1C)C1=C(C=C(C(=C1)C)OCC1=CC=CC=C1)F)C(=O)OC